11-(4-Chloro-2,6-dimethylphenyl)-12-hydroxy-1,4-dioxa-9-azadispiro[4.2.4.2]tetradec-11-en-10-on ClC1=CC(=C(C(=C1)C)C=1C(NC2(CCC3(OCCO3)CC2)C1O)=O)C